2-(2-{bis[2-(1H-1,3-Benzodiazol-2-yl)ethyl]amino}ethyl)-N-[(3-fluoropyridin-2-yl)methyl]-1,3-oxazole-4-carboxamide tetrahydrate hydrochloride Cl.O.O.O.O.N1C(=NC2=C1C=CC=C2)CCN(CCC=2OC=C(N2)C(=O)NCC2=NC=CC=C2F)CCC2=NC1=C(N2)C=CC=C1